COC1=CC=CC(=N1)C=1C2CN(C(C1)C2)C(=O)OC(C)(C)C Tert-butyl 5-(6-methoxypyridin-2-yl)-2-azabicyclo[2.2.1]hept-5-ene-2-carboxylate